FC(OCC(=O)[O-])(F)F 2-(trifluoromethoxy)acetate